([1,1':3',1''-terphenyl]-5'-yl-2,2'',3,3'',4,4'',5,5'',6,6''-d10)boronic acid C1(=C(C(=C(C(=C1[2H])[2H])[2H])[2H])[2H])C1=CC(=CC(=C1)B(O)O)C1=C(C(=C(C(=C1[2H])[2H])[2H])[2H])[2H]